CC(C(=C=O)C)[Si](C)(C)C(C)(C)C methyl-(t-butyldimethylsilyl)dimethyl-ketene